O=C([C@H](O)[C@@H](O)[C@H](O)[C@H](O)CO)[2H] dextrose-d